CC(C(C(=O)O)C1=CC=C(C=C1)C1(COCC1)NC(=O)C1=CC2=C(N(C3=CC=CC=C23)CCN2CCN(CC2)C)S1)C 3-methyl-2-(4-(3-(8-(2-(4-methylpiperazin-1-yl)ethyl)-8H-thieno[2,3-b]indole-2-carboxamido)tetrahydrofuran-3-yl)phenyl)butanoic acid